(S)-2-(3-(2-(dimethylamino)ethyl)-5-methyl-6-oxopyridazin-1(6H)-yl)-4-methylpentane Acetate C(C)(=O)O.CN(CCC1=NN(C(C(=C1)C)=O)[C@@H](C)CC(C)C)C